C(C)(C)(C)[Si](O[Si](C=C)(C)N1CCOCC1)(C)C 4-[3-(tert-butyl)-1,3,3-trimethyl-1-vinyldisiloxanyl]morpholine